OCC[N+](CCCCCCCCCCCC)(CCO)[O-] di(hydroxyethyl)laurylamine oxide